The molecule is an organosulfonate oxoanion which is also a monocarboxylic acid anion obtained by deprotonation of the sulfo and carboxy groups of tartrazine acid. It is a monocarboxylic acid anion and an organosulfonate oxoanion. It is a conjugate base of a tartrazine acid. C1=CC(=CC=C1N=NC2C(=NN(C2=O)C3=CC=C(C=C3)S(=O)(=O)[O-])C(=O)[O-])S(=O)(=O)[O-]